O1CCN(C12CCCCC2)C(=S)SCC=C 2-propenyl 1-oxa-4-azaspiro[4.5]decane-4-carbodithioate